COC1=CC=2CCN3C(C2C2=C1N=NN2)CC=2C=CC(=C(C2C3)OC)OC 4,10,11-trimethoxy-1,6,7,9,14,14a-hexahydroisoquinolino[3,2-a][1,2,3]triazolo[4,5-h]isoquinoline